4-chloro-6-(difluoromethyl)-1,3,5-triazin-2-amine ClC1=NC(=NC(=N1)C(F)F)N